NC1CCN(CC1)C1=NC(=C2N=CN(C2=N1)C(C)C)NCC1=C(C=CC=C1)N1N=C(C=C1)C(C)C 2-(4-aminopiperidin-1-yl)-9-isopropyl-N-(2-(3-isopropyl-1H-pyrazol-1-yl)benzyl)-9H-purin-6-amine